4-(2-azabicyclo[2.1.1]hex-4-ylmethyl)morpholine C12NCC(C1)(C2)CN2CCOCC2